C1(CC1)C1=NN(C=C1N1CCN(CC1)C)[C@@H]1C[C@H](C1)CNC=1C=C2C(N(C(C2=CC1)=O)C1C(NC(CC1)=O)=O)=O 5-(((trans-3-(3-cyclopropyl-4-(4-methylpiperazin-1-yl)-1H-pyrazol-1-yl)cyclobutyl)methyl)amino)-2-(2,6-dioxopiperidin-3-yl)isoindoline-1,3-dione